ClC1=C(C=C2CCC(OC2=C1C=O)(C)C)F 7-chloro-6-fluoro-2,2-dimethyl-chromane-8-carbaldehyde